FC1=C(C=CC(=C1)F)C1=CC(=NO1)C(=O)NCC(C=1C=NN(C1)C)(C)C1=CC=C(C=N1)C(=O)OC methyl 6-[2-[[5-(2,4-difluorophenyl) isoxazole-3-carbonyl]amino]-1-methyl-1-(1-methylpyrazol-4-yl)ethyl]pyridine-3-carboxylate